tert-butyl (15-((R)-3-(3-((R)-4-(4-chloro-2-(difluoromethyl)benzoyl)-2-ethylpiperazin-1-yl)-6-(2-ethoxyphenyl)picolinamido)pyrrolidin-1-yl)-3,6,9,12-tetraoxapentadecyl)carbamate ClC1=CC(=C(C(=O)N2C[C@H](N(CC2)C=2C(=NC(=CC2)C2=C(C=CC=C2)OCC)C(=O)N[C@H]2CN(CC2)CCCOCCOCCOCCOCCNC(OC(C)(C)C)=O)CC)C=C1)C(F)F